(R)-N-(1-Methyl-2-(3-((4-(4-methylpiperazin-1-yl)-5-(trifluoromethyl)pyrimidin-2-yl)amino)piperidin-1-yl)-1H-benzo[d]imidazol-5-yl)acrylamide CN1C(=NC2=C1C=CC(=C2)NC(C=C)=O)N2C[C@@H](CCC2)NC2=NC=C(C(=N2)N2CCN(CC2)C)C(F)(F)F